BrC1C(N(OC1)CC1=CC=C(C=C1)F)=O 4-bromo-2-(4-fluorobenzyl)isoxazolidin-3-one